ClC1=NC=CC(=C1)B(O)O (2-chloro-4-pyridyl)boronic acid